FC1=C2C(NC(=NC2=CC(=C1)OCC1CCN(CC1)CC1CC(C1)OC1=CC=C(C=C1)NC1C(NC(CC1)=O)=O)CSC1CCC(CC1)O)=O 3-((4-(3-((4-(((5-fluoro-2-((((1r,4r)-4-hydroxycyclohexyl)thio)methyl)-4-oxo-3,4-dihydroquinazolin-7-yl)oxy)methyl)piperidin-1-yl)methyl)cyclobutoxy)phenyl)amino)piperidine-2,6-dione